C(C)(=O)N1[C@H](CCC2=CC(=CC=C12)C=1C=C(C=CC1)CC(=O)NCC=1N=C2N(C=C(N=C2N2CCOCC2)Br)C1)C (S)-2-(3-(1-acetyl-2-methyl-1,2,3,4-tetrahydroquinolin-6-yl)phenyl)-N-((6-bromo-8-morpholinoimidazo[1,2-a]pyrazin-2-yl)methyl)acetamide